C(#N)C=1C=C(C=CC1)C=1N=C(SC1C1=CC(=NC(=C1)C)C)NC(=O)N1CCCC1 (3R)-1-[[4-(3-Cyanophenyl)-5-(2,6-dimethyl-4-pyridyl)thiazol-2-yl]carbamoyl]pyrrolidin